Boc-L-aspartic acid 4-benzyl ester C(C1=CC=CC=C1)OC(C[C@H](NC(=O)OC(C)(C)C)C(=O)O)=O